C(C)(C)(C)N(C(O)=O)C1CC=C(CC1)C=1SC(=NN1)Br.ClC1=NC=CC=C1C(=O)C=1NC=CC1 (2-chloropyrid-3-yl)(1H-pyrrole-2-yl)methanone Tert-butyl-(4-(5-bromo-1,3,4-thiadiazol-2-yl)cyclohex-3-en-1-yl)carbamate